COC(=O)C1N(C(NC1)=O)S(=O)(=O)C1=CC=CC=C1 3-Benzenesulfonyl-2-oxo-imidazolidine-4-carboxylic acid methyl ester